allyloxygallium C(C=C)O[Ga]